CN(C)C(=O)N1CCNCC1 N,N-DIMETHYLPIPERAZINE-1-CARBOXAMIDE